CC1=C(C=C(C=C1)Br)CC=1SC(=CC1)C1=C(C=CC=C1)F 2-[(2-methyl-5-bromophenyl)methyl]-5-(2-fluorophenyl)thiophene